OCCOC1=NC(=CC(=C1C#N)C1=CC=C(C=C1)F)C1=NC=CC=C1 2-(2-Hydroxyethoxy)-4-(4-fluorophenyl)-6-(pyridin-2-yl)pyridine-3-carbonitrile